NC1(C(C=CC=C1)OCCOC1C(C=CC=C1)(N)N)N ethylene Glycol di-(2,2'-diaminophenyl) ether